1-(4,5-dihydro-1H-imidazol-2-yl)isochroman-5-ol N1C(=NCC1)C1OCCC=2C(=CC=CC12)O